ClC=1C=CC(=NC1)C(N)C1CCC1 (5-chloro-2-pyridyl)-cyclobutyl-methanamine